3-(6-(6-(trifluoromethyl)-2-azaspiro[3.4]octane-2-carbonyl)benzo[d]oxazol-2-yl)piperidine-2,6-dione FC(C1CC2(CN(C2)C(=O)C2=CC3=C(N=C(O3)C3C(NC(CC3)=O)=O)C=C2)CC1)(F)F